2-methoxy-3-(1-(tetrahydro-2H-pyran-2-yl)-1H-pyrazol-4-yl)-6-(4,4,5,5-tetramethyl-1,3,2-dioxaborolan-2-yl)pyridine COC1=NC(=CC=C1C=1C=NN(C1)C1OCCCC1)B1OC(C(O1)(C)C)(C)C